(E)-3-(4-(trifluoromethoxy)styryl)isonicotinic acid FC(OC1=CC=C(/C=C/C2=C(C(=O)O)C=CN=C2)C=C1)(F)F